O1C(NC2=C1C=CC(=C2)C2(NC(=NC=C2C)NC2=CC(=NC=C2)N2CCNCC2)N)=O 4-(benzo[d]oxazol-2(3H)-one-5-yl)-N2-[2-(piperazino)pyridin-4-yl]-5-methylpyrimidine-2,4-diamine